[Mn](=O)([O-])[O-].[Pr+3].[Mn](=O)([O-])[O-].[Mn](=O)([O-])[O-].[Pr+3] praseodymium manganite